C1=CC=CC=CC=C/C=C\C=CC=CC=NOC=CC=CC=C/C=C\C=CC=CC=C1 oxaazacyclohentriacontine